ClC1=C(C=CC2=C1C(=NC(C=1N2C(=C(N1)C(=O)O)C)C)C1=NC=CC=C1F)C(F)(F)F 7-chloro-6-(3-fluoro-2-pyridinyl)-1,4-dimethyl-8-(trifluoromethyl)-4H-imidazo[1,2-a][1,4]benzodiazepine-2-Formic acid